2,6'-dibromo-3,4'-bipyridine BrC1=NC=CC=C1C1=CC=NC(=C1)Br